1,13-bis(heptylthio)-7-oxotridecane-2,12-diyl-dipentaerythritol Trans-borohydride [BH4-].C(CCCCCC)SCC(CCCCC(CCCCC(CSCCCCCCC)C(O)C(CO)(CO)CO)=O)C(O)C(CO)(CO)CO